(R)-3-(6-amino-5-(3-hydroxypyrrolidin-1-yl)-1-methyl-1H-benzo[d]imidazol-2-yl)propionic acid NC=1C(=CC2=C(N(C(=N2)CCC(=O)O)C)C1)N1C[C@@H](CC1)O